6-chloro-N-(3,3-difluorocyclopentyl)-2-(morpholin-4-yl)pyrimidin-4-amine ClC1=CC(=NC(=N1)N1CCOCC1)NC1CC(CC1)(F)F